5-((6-(1-((1-(2-(2,6-dioxopiperidin-3-yl)-1,3-dioxoisoindolin-5-yl)pyrrolidine-3-yl)methyl)piperidin-4-yl)pyridazin-3-yl)amino)-3-(piperidin-1-yl)-1,2,4-triazine-6-carboxamide O=C1NC(CCC1N1C(C2=CC=C(C=C2C1=O)N1CC(CC1)CN1CCC(CC1)C1=CC=C(N=N1)NC=1N=C(N=NC1C(=O)N)N1CCCCC1)=O)=O